N'-[(methylimino)bis(4,1-phenylene)]bismaleimide 4-(1,1-dimethyl-2-((1E,3E,5E)-6-(N-phenyl-acetamido)-hexa-1,3,5-trienyl)-1H-benzo[e]indolium-3-yl)-butane-sulfonate CC1(C(=[N+](C=2C=CC3=C(C12)C=CC=C3)CCCCS(=O)(=O)[O-])\C=C\C=C\C=C\N(C(C)=O)C3=CC=CC=C3)C.CN(C3=CC=C(C=C3)C=3C(=O)NC(C3)=O)C3=CC=C(C=C3)C=3C(=O)NC(C3)=O